N-Methyl-2-Buten-1-Amine CNCC=CC